C1=CC=CC=2C3=CC=CC=C3C(C12)COC(=O)N1CC2=CC(=C(C=C2CC1)C=1C(=C2CCCCN2C1)C(=O)O)C(=O)N1CC2=CC=CC=C2C[C@H]1C [2-(9H-fluoren-9-ylmethoxycarbonyl)-7-[(3R)-3-methyl-3,4-dihydro-1H-isoquinoline-2-carbonyl]-3,4-dihydro-1H-isoquinolin-6-yl]-5,6,7,8-tetrahydroindolizine-1-carboxylic acid